1-(6-methoxypyridine-3-carbonyl)piperazine COC1=CC=C(C=N1)C(=O)N1CCNCC1